FC=1C(=CC(=NC1)OC)C1=CC(=NN1)C(=O)N1C2(CC2)C[C@H](CC1)C(=O)NCC12OCC(C1)(C2)C(F)(F)F (S)-4-(5-(5-fluoro-2-methoxypyridin-4-yl)-1H-pyrazole-3-carbonyl)-N-((4-(trifluoromethyl)-2-oxabicyclo[2.1.1]hexan-1-yl)methyl)-4-azaspiro[2.5]octane-7-carboxamide